ClC1=CNC(C2=CC(=CC(=C12)C(F)(F)F)CN1C[C@H](CCC1)C)=O (S)-4-chloro-7-((3-methylpiperidin-1-yl)methyl)-5-(trifluoromethyl)isoquinolin-1(2H)-one